[Cl-].C(C)(=O)OC1=CC=C(C=C1)CCC(C)[NH3+] 4-(4-acetoxyphenyl)butan-2-aminium chloride